CC1=C(C(=C(C(=C1C)C)C)C)C hexa-methylbenzene